[Si](C1=CC=CC=C1)(C1=CC=CC=C1)(C(C)(C)C)OC1CC2(C1)CC(C2)CN2CCN(CC2)C2=C(C=C(NC1C(NC(CC1)=O)=O)C=C2F)F 3-[4-[4-[[2-[tert-butyl(diphenyl)silyl]oxyspiro[3.3]heptan-6-yl]methyl]piperazin-1-yl]-3,5-difluoro-anilino]piperidine-2,6-dione